C(C)(C)(C)OC(=O)NC=1SC2=C(N1)C(=CC=C2F)C2=C(C=C1C(=NC=NC1=C2OCC[Si](C)(C)C)N2CCN(CC2)C(=O)OC(C)(C)C)Cl tert-butyl 4-(7-(2-((tert-butoxycarbonyl)amino)-7-fluorobenzo[d]thiazol-4-yl)-6-chloro-8-(2-(trimethylsilyl)ethoxy)quinazolin-4-yl)piperazine-1-carboxylate